CC1(NC(CC(C1)NCCCCCCNC1CC(NC(C1)(C)C)(C)C)(C)C)C N,N'-Bis(2,2,6,6-tetramethyl-4-piperidinyl)-1,6-hexanediamine